1-(3-chlorophenyl)piperazin-2-one ClC=1C=C(C=CC1)N1C(CNCC1)=O